(4-(((1S,3R)-3-aminocyclohexyl)amino)-1H-pyrrolo[2,3-b]pyridin-3-yl)(2-chloro-4-phenoxy phenyl) ketone N[C@H]1C[C@H](CCC1)NC1=C2C(=NC=C1)NC=C2C(=O)C2=C(C=C(C=C2)OC2=CC=CC=C2)Cl